C(#N)[C@H]1N(CSC1)C(CNC(=O)C1=CC=NC2=CC=C(C=C12)N1CCOCCC1)=O (R)-N-(2-(4-Cyanothiazolidin-3-yl)-2-oxoethyl)-6-(1,4-oxazepan-4-yl)-quinoline-4-carboxamide